methyl (S)-2-((2-(2,6-difluoro-4-(1H-1,2,3-triazol-1-yl)phenyl)-7-methylimidazo[1,2-a]pyridin-3-yl)methyl)morpholine-4-carboxylate FC1=C(C(=CC(=C1)N1N=NC=C1)F)C=1N=C2N(C=CC(=C2)C)C1C[C@H]1CN(CCO1)C(=O)OC